dimethylamino-N,N-dimethylpropionic acid amide CN(C)C(C(=O)N(C)C)C